C[Si](C)(C)C#CC1=C(C(=C(C(=C1C#C[Si](C)(C)C)C#C[Si](C)(C)C)C#C[Si](C)(C)C)C#C[Si](C)(C)C)C#C[Si](C)(C)C hexa[(trimethylsilyl)-ethynyl]benzene